C(C=C)C1N(C=CC(C1)=O)C(C1=CC=CC=C1)=O 2-allyl-1-benzoyl-2,3-dihydropyridin-4(1H)-one